CC1=CC=C(C=C2OC3=C(C2=O)C=CC=C3)C=C1 2-(4-methylbenzylidene)benzofuran-3(2H)-one